ClC=1C=CC=C(CC=2NC=CN2)C1Cl 5,6-dichlorobenzyl-imidazole